COC1=CC=C(C=C1)CN(C1=NN(C2=NC=C(C=C21)N)CC2=CC=C(C=C2)OC)CC2=CC=C(C=C2)OC N3,N3,1-tris[(4-methoxyphenyl)methyl]pyrazolo[3,4-b]pyridine-3,5-diamine